1-[2-(3-ethyl-5-methyl-2,4-dioxo-1,2,3,4-tetrahydropyrimidin-1-yl)acetyl]-4-fluoro-N-{[6-fluoro-5-(propan-2-yl)pyridin-2-yl](phenyl)methyl}pyrrolidine-2-carboxamide C(C)N1C(N(C=C(C1=O)C)CC(=O)N1C(CC(C1)F)C(=O)NC(C1=CC=CC=C1)C1=NC(=C(C=C1)C(C)C)F)=O